C[Si](C1C2=CC=C(C=C2C=2C=C(C=CC12)C1=CC=C(C=C1)C(C)(C)C)C1=CC=C(C=C1)C(C)(C)C)(C1C=CC=C1)C dimethyl-(cyclopentadienyl)(3,6-bis(4-tert-butylphenyl)-9-fluorenyl)silicon